C([C@@H]1[C@H]([C@@H]([C@H]([C@H](O1)OP(=O)(O)O)O)O)O)OP(=O)(O)O The molecule is a D-glucose 1,6-bisphosphate in which both phosphate groups are monophosphates. It has a role as a human metabolite and an Escherichia coli metabolite. It derives from an alpha-D-glucose. It is a conjugate acid of an alpha-D-glucose 1,6-bisphosphate(4-).